CC([C@H](C)N1C=NC(=C1)C(=O)OCC)C ethyl 1-[(2S)-3-methylbutan-2-yl]-1H-imidazole-4-carboxylate